3-tetrafluoropropyl-methacrylic acid FC(CC(F)(F)F)C=C(C(=O)O)C